C(C)(C)(C)NC1=NC=2C(=CC=CC2C=2N1N=C(N2)C2CC(C2)B2OC(C(O2)(C)C)(C)C)OC N-(tert-butyl)-7-methoxy-2-((1r,3r)-3-(4,4,5,5-tetramethyl-1,3,2-dioxaborolan-2-yl)cyclobutyl)-[1,2,4]triazolo[1,5-c]quinazolin-5-amine